N,N'-diisopropylmethylcyclohexanediamine C(C)(C)NC1(C(CCCC1)C)NC(C)C